FC1CN(C1)C1=CC(N(C=N1)CC1(CCN(CC1)C(C[C@@H](C)C1=CC=CC=C1)=O)O)=O (R)-6-(3-fluoroazetidin-1-yl)-3-((4-hydroxy-1-(3-phenylbutanoyl)piperidin-4-yl)methyl)pyrimidin-4(3H)-one